2-(6-{[(2R)-3-hydroxy-2-methylpropyl]amino}-4,5-dimethylpyridazin-3-yl)-5-(trifluoromethyl)phenol OC[C@@H](CNC1=C(C(=C(N=N1)C1=C(C=C(C=C1)C(F)(F)F)O)C)C)C